1,4-dihydro-2,3-naphthalenedione C1C(C(CC2=CC=CC=C12)=O)=O